8-chloro-6-fluoroquinolin-3-amine ClC=1C=C(C=C2C=C(C=NC12)N)F